[C@]12(CNC[C@H]2C1)C1=CC=C(C=C1)C1=C(N=C(C(=N1)C=1C=C2CCNC(C2=C(C1)F)=O)N)F 6-(6-(4-((1R,5S)-3-azabicyclo[3.1.0]hexan-1-yl)phenyl)-3-amino-5-fluoropyrazin-2-yl)-8-fluoro-3,4-dihydroisoquinolin-1(2H)-one